6-chloro-3-(((R)-1-(2-((R*)-3-(1-(difluoromethyl)-1H-pyrazol-3-yl)piperidin-1-yl)-3,6-dimethyl-4-oxo-3,4-dihydroquinazolin-8-yl)ethyl)amino)-N-(methylsulfonyl)picolinamide ClC1=CC=C(C(=N1)C(=O)NS(=O)(=O)C)N[C@H](C)C=1C=C(C=C2C(N(C(=NC12)N1C[C@@H](CCC1)C1=NN(C=C1)C(F)F)C)=O)C |o1:29|